tert-butyl 2-cyano-4,7-dihydrothieno[2,3-c]pyridine-6(5H)-carboxylate C(#N)C1=CC2=C(CN(CC2)C(=O)OC(C)(C)C)S1